CCC(=S)O[Si](OCC)(OCC)OCC triethoxysilyl methylthioacetate